C(C)(C)(C)C=1C(=CC(=C(C(=O)N2CC3=CC=C(C(=C3C2)N(C(\C=C\CN(C)C)=O)C)Cl)C1)O)O (E)-N-(2-(5-(tert-Butyl)-2,4-dihydroxybenzoyl)-5-chloroisoindolin-4-yl)-4-(dimethylamino)-N-methylbut-2-enamide